(1R,3R)-3-hydroxycyclopentanecarboxylic acid O[C@H]1C[C@@H](CC1)C(=O)O